4-((S)-5-((S)-2-(4-chlorophenyl)-3-(isopropylamino)propionyl)-4-(hydroxymethyl)-5,6-dihydropyrrolo[3,4-c]pyrazol-2(4H)-yl)-5,5-dimethyl-5H-pyrrolo[2,3-d]pyrimidin-6(7H)-one ClC1=CC=C(C=C1)[C@H](C(=O)N1CC2=NN(C=C2[C@H]1CO)C=1C2=C(N=CN1)NC(C2(C)C)=O)CNC(C)C